N1=C(C=CC=C1)SSCCOCCOCCO 2-(2-(2-(pyridin-2-yldisulfaneyl)ethoxy)ethoxy)ethan-1-ol